2-mercapto-benzothiazole SC=1SC2=C(N1)C=CC=C2